NC=1C(=CC2=C(O[C@@H](C(N2[C@@H](C)C2=CC=CC=C2)=O)C)N1)C(F)(F)F (R)-6-amino-3-methyl-1-((S)-1-phenylethyl)-7-(trifluoromethyl)-1H-pyrido[2,3-b][1,4]oxazin-2(3H)-one